C(N)(=N)C=1C=C(SC1)[C@@H](C)NC(=O)[C@H]1N(C[C@@H](C1)S(=O)(=O)CC)C(CNC(=O)C=1C=CC=2C(C3=CC=CC=C3C2C1)(F)F)=O (2S,4R)-N-((R)-1-(4-carbamimidoylthiophen-2-yl)ethyl)-1-((9,9-difluoro-9H-fluorene-3-carbonyl)glycyl)-4-(ethylsulfonyl)pyrrolidine-2-carboxamide